C(C)(C)(C)OC(=O)N1C2C=C(CC1CC2)C=2C=1N(C=C(C2)S(NC2(CC2)C)(=O)=O)C(=NC1)C=1SC(=NN1)C(F)F tert-butyl-3-(3-(5-(difluoromethyl)-1,3,4-thiadiazol-2-yl)-6-(N-(1-methylcyclopropyl)sulfamoyl)imidazo[1,5-a]pyridin-8-yl)-8-azabicyclo[3.2.1]oct-2-ene-8-carboxylate